5-(3-fluoro-4-((4-methylpyrimidin-2-yl)oxy)phenyl)-7-methyl-6-(1-(pyrrolidin-3-yl)-1H-pyrazol-4-yl)-5H-pyrrolo[3,2-d]pyrimidin-4-amine FC=1C=C(C=CC1OC1=NC=CC(=N1)C)N1C(=C(C=2N=CN=C(C21)N)C)C=2C=NN(C2)C2CNCC2